B1(OC(C(O1)(C)C)(C)C)B1OC(C(O1)(C)C)(C)C bispinacolatodiborane